C(CO)(=O)[O-].[Na+].C(=O)NC1CC1 formamidocyclopropane Natrium Glycolat